2-methyl-1,2,3-hexanetriol CC(CO)(C(CCC)O)O